2,4-Decadienoic acid, methyl ester C(C=CC=CCCCCC)(=O)OC